3,5-dimethyl-2-allylbenzoquinone CC1=C(C(C=C(C1=O)C)=O)CC=C